6-(1H-imidazol-1-yl)-3-methyl-N-(pyridin-3-yl)pyridinecarboxamide N1(C=NC=C1)C1=CC=C(C(=N1)C(=O)NC=1C=NC=CC1)C